(R)-4-(3-chlorophenyl)-oxazolidine-2-one ClC=1C=C(C=CC1)[C@H]1NC(OC1)=O